Cl.FC1=C(C=CC(=C1)OC)C=1C(=NC(=NC1)NCC1CN(CCC1)C)C 5-(2-fluoro-4-methoxyphenyl)-4-methyl-N-((1-methylpiperidin-3-yl)methyl)pyrimidin-2-amine, hydrochloride salt